FC1(C[C@H](NC1)CNC(=O)[C@H]1CN(C[C@H](O1)C)C1=C2C=CC=NC2=C(C=C1)C(F)(F)F)F (2R,6R)-N-[[(2S)-4,4-difluoropyrrolidin-2-yl]methyl]-6-methyl-4-[8-(trifluoromethyl)-5-quinolinyl]morpholine-2-carboxamide